zirconium(I) chloride [Cl-].[Zr+]